2,7,9-dodecatrienamide C(C=CCCCC=CC=CCC)(=O)N